C(C)(C)(C)OC(N(CC#C)C1=C(C=C(C=C1)P(=O)(C)C)OC(F)(F)F)=O (4-(dimethylphosphoryl)-2-(trifluoromethoxy)phenyl)(prop-2-yn-1-yl)carbamic acid tert-butyl ester